N1CC(C1)C=1C=CC=C2C(=NC(=NC12)NC1=CC(=C(C=C1)F)Cl)N[C@H](C)C1CC1 (R)-8-(azetidin-3-yl)-N2-(3-chloro-4-fluorophenyl)-N4-(1-cyclopropylethyl)quinazoline-2,4-diamine